C(C)(=O)O[C@H]1[C@@H](O[C@@H](C1)COC(C)=O)N1C2=NC(=NC=C2N(C1=O)CC1CC1)N (1R,2R)-2-((9-((2R,3R,5S)-3-acetoxy-5-(acetoxymethyl)tetrahydrofuran-2-yl)-2-amino-8-oxo-8,9-dihydro-7H-purin-7-yl)methyl)cyclopropan